N(=[N+]=[N-])CCCN1CCN(CC1)C([C@H](CS(=O)(=O)O)NC(CCS(=O)(=O)O)=O)=O 3-(((R)-1-(4-(3-azidopropyl)piperazin-1-yl)-1-oxo-3-sulfoprop-2-yl)amino)-3-oxopropane-1-sulfonic acid